(E)-2-(4-methoxybenzylidene)-2,3-dihydropyrrolizin-1-one COC1=CC=C(\C=C/2\C(C3=CC=CN3C2)=O)C=C1